Cl.FC(OC1=CC=C(C=N1)CN)F (6-(Difluoromethoxy)pyridin-3-yl)methanamine hydrochloride